NC=1C(NC2=C3C=CC=NC3=C(C=C2C1C1=C2C=NNC2=C(C=C1)F)OCCC(C)(C)O)=O 3-amino-4-(7-fluoro-1H-indazol-4-yl)-6-(3-hydroxy-3-methylbutoxy)-1H-1,7-phenanthrolin-2-one